2-Butoxy-9H-purin-6-amine C(CCC)OC1=NC(=C2N=CNC2=N1)N